(S)-3-(4-(((R)-7-Fluoro-4-(5-((tetrahydro-2H-pyran-4-yl)oxy)pyridin-3-yl)-2,3-dihydro-1H-inden-1-yl)oxy)phenyl)hex-4-ynoic Acid FC=1C=CC(=C2CC[C@H](C12)OC1=CC=C(C=C1)[C@H](CC(=O)O)C#CC)C=1C=NC=C(C1)OC1CCOCC1